C(#N)C=1C=CC(=NC1)NC1=NC=C(C(=O)NOC)C(=C1)NC1=C(C=CC=C1)N(S(=O)(=O)C)C 6-((5-cyanopyridin-2-yl)amino)-N-methoxy-4-((2-(N-methylmethanesulfonamido)phenyl)amino)nicotinamide